3-((4,4-bis(((Z)-oct-5-en-1-yl)oxy)butanoyl)oxy)-2-(hydroxymethyl)propyl (3-hexylnonyl) adipate C(CCCCC(=O)OCCC(CCCCCC)CCCCCC)(=O)OCC(COC(CCC(OCCCC\C=C/CC)OCCCC\C=C/CC)=O)CO